(E)-2-(4-(2-(3,4-dihydroxyphenyl)acrylamidoethyl)phenoxy)acetic acid OC=1C=C(C=CC1O)C(C(=O)NCCC1=CC=C(OCC(=O)O)C=C1)=C